methacrylic acid dimethylaminoethylmethyl chloride salt CN(C)CCCCl.C(C(=C)C)(=O)O